C(#N)C=1C=C(CC2=C(OCCNC(OC(C)(C)C)=O)C=CC(=C2)F)C=CC1F tert-butyl (2-(2-(3-cyano-4-fluorobenzyl)-4-fluorophenoxy)ethyl)carbamate